ClC=1C=C(C=C2CCCC(C12)=O)OC 8-Chloro-6-methoxy-3,4-dihydronaphthalene-1(2H)-one